C12(CC3CC(CC(C1)C3)C2)C2=C(C(=CC(=C2)C23CC1CC(CC(C2)C1)C3)Cl)O 2,4-di(adamantan-1-yl)-6-chlorophenol